3-(difluoromethyl)-N-[(3R)-7-fluoro-1,1,3-trimethyl-2,3-dihydro-1H-inden-4-yl]-1-methyl-1H-inden-4-yl-pyrazole-4-carboxamide FC(C1=CC(C2=CC=CC(=C12)C1=NNC=C1C(=O)NC1=C2[C@@H](CC(C2=C(C=C1)F)(C)C)C)C)F